CC1(OC=2C=C(C=C(C2[C@]2([C@H]1CCCC2)C(=C)C)O)CCCCC)C (6Ar,10aR)-6,6-dimethyl-3-pentyl-10a-prop-1-en-2-yl-7,8,9,10-tetrahydro-6aH-benzo[c]chromen-1-ol